CC=1C=C(C=NC1N1CC=2C=C(C=NC2CC1)C=1C=NN(C1)C)C(=O)NCC1=CC=NC=C1 5-methyl-6-[3-(1-methylpyrazol-4-yl)-7,8-dihydro-5H-1,6-naphthyridin-6-yl]-N-(4-pyridylmethyl)pyridine-3-carboxamide